5-Fluoro-1-(3'-methoxy-[1,1'-biphenyl]-4-yl)-1H-indazol-6-ol FC=1C=C2C=NN(C2=CC1O)C1=CC=C(C=C1)C1=CC(=CC=C1)OC